ClC=1C=C(C=CC1C(=O)N1CCN(CC1)C(=O)C1CCNCC1)NC(=O)C=1N(C(=CN1)C=1C(=NN(C1)CC)C(F)(F)F)C N-[3-chloro-4-[4-(piperidine-4-carbonyl)piperazine-1-carbonyl]phenyl]-5-[1-ethyl-3-(trifluoromethyl)pyrazol-4-yl]-1-methylimidazole-2-carboxamide